N-(6-(2H-1,2,3-triazol-2-yl)-5-(trifluoromethyl)pyridin-3-yl)-2-chloro-8-methyl-8-(trifluoromethyl)-7,8-dihydro-6H-cyclopenta[e]pyrazolo[1,5-a]pyrimidine-6-carboxamide N=1N(N=CC1)C1=C(C=C(C=N1)NC(=O)C1CC(C2=C1C=NC=1N2N=C(C1)Cl)(C(F)(F)F)C)C(F)(F)F